CN1C2=C(C=3C=CC(=CC13)C=1C=C(C(=NC1)OCCOCCOCCOCCOCCO)C(F)(F)F)C=NC=C2 14-((5-(5-methyl-5H-pyrido[4,3-b]indol-7-yl)-3-(trifluoromethyl)pyridin-2-yl)oxy)-3,6,9,12-tetraoxatetradecan-1-ol